3-(2-((1r,3r)-2-Oxa-6-azaadamantan-6-yl)acetyl)-2,5-dimethyl-1H-pyrrol C12OC3CC(N(C(C1)C3)CC(=O)C3=C(NC(=C3)C)C)C2